C(C)OC(CC(O)C1=C(C=C(C(=C1)F)F)F)O 1-ethoxy-3-(2,4,5-trifluorophenyl)propane-1,3-diol